(-)-5-(1-(trans-4-((tert-butyldiphenylsilyl)oxy)cyclohexyl)-1-hydroxypropyl)-2-(4-chlorobenzoyl)-3-fluorobenzoic acid [Si](C1=CC=CC=C1)(C1=CC=CC=C1)(C(C)(C)C)O[C@@H]1CC[C@H](CC1)C(CC)(O)C=1C=C(C(=C(C(=O)O)C1)C(C1=CC=C(C=C1)Cl)=O)F